CC(CCOC1C(CCCC1)O)(C)C 2-(3,3-dimethylbutoxy)cyclohexan-1-ol